NC=1C=2N(C=C(N1)C1=CC(=NO1)C)C(=CN2)C=2C=C(C=CC2C)C(C(F)F)(C)O 2-(3-(8-Amino-6-(3-methylisoxazol-5-yl)imidazo[1,2-a]pyrazin-3-yl)-4-methylphenyl)-1,1-difluoropropan-2-ol